OC1=C(C=CC=C1)C=1SC[C@@H](N1)C1SCC(N1C)C(=O)O 2-((R)-2-(2-hydroxyphenyl)-4,5-dihydrothiazol-4-yl)-3-methylthiazolidine-4-carboxylic acid